7-bromo-N,1,1-trimethylisochroman-4-amine BrC1=CC=C2C(COC(C2=C1)(C)C)NC